tert-butyl 8-hydroxy-5-azaspiro[3.5]nonane-5-carboxylate OC1CCN(C2(CCC2)C1)C(=O)OC(C)(C)C